4-(5-cyclopropyl-1,3,4-oxadiazol-2-yl)-1-(3-fluoro-4-methylbenzyl)-5-((trimethylsilyl)ethynyl)-1,3-dihydro-2H-benzo[b]azepin-2-one C1(CC1)C1=NN=C(O1)C1=C(C2=C(N(C(C1)=O)CC1=CC(=C(C=C1)C)F)C=CC=C2)C#C[Si](C)(C)C